3-[(Z)-N-[3-(aminomethyl)-3,5,5-trimethyl-cyclohexyl]-C-hydroxy-carbonimidoyl]-benzoic acid NCC1(CC(CC(C1)(C)C)\N=C(/O)\C=1C=C(C(=O)O)C=CC1)C